(2-fluoro-4-(pyrrolidin-2-yl)phenyl)-N-(1-methylpiperidin-4-yl)benzo[d]imidazo[2,1-b]thiazole-7-carboxamide dihydrochloride Cl.Cl.FC1=C(C=CC(=C1)C1NCCC1)C=1N=C2SC3=C(N2C1)C=CC(=C3)C(=O)NC3CCN(CC3)C